NC1=NC=NN2C1=C(C=C2CC)C2=C(C=C(C=C2)C2=C(C(N(C=C2)C2=CC=CC=C2)=O)C(=O)N)F [4-(4-amino-7-ethylpyrrolo[2,1-f][1,2,4]triazin-5-yl)-3-fluorophenyl]-2-oxo-1-phenyl-1,2-dihydropyridine-3-carboxamide